CC1=C(C=CC=C1C)C1CCN(CC1)C(CN1N=C(C2=C1CCC2)C(=O)N2C[C@H]([C@@H](CC2)O)C)=O 1-(4-(2,3-dimethylphenyl)piperidin-1-yl)-2-(3-((3R,4R)-4-hydroxy-3-methylpiperidine-1-carbonyl)-5,6-dihydrocyclopenta[c]pyrazol-1(4H)-yl)ethan-1-one